methyl 1-(2-(pyridin-3-yloxy) ethyl)-1H-pyrazole-3-carboxylate N1=CC(=CC=C1)OCCN1N=C(C=C1)C(=O)OC